BrC=1C=NC=CC1C1=CC(=C(C(=O)NC=2C=NC(=C(C2)Cl)N2N=CC=N2)C=C1F)Cl 4-(3-bromopyridin-4-yl)-2-chloro-N-(5-chloro-6-(2H-1,2,3-triazol-2-yl)pyridin-3-yl)-5-fluorobenzamide